(2S,5R)-N-(2-(4-chloro-2-fluorophenyl)propan-2-yl)-5-(hydroxymethyl)morpholine-2-carboxamide ClC1=CC(=C(C=C1)C(C)(C)NC(=O)[C@@H]1CN[C@@H](CO1)CO)F